C(CCC)[Bi](S[Bi](CCCC)(CCCC)(CCCC)CCCC)(CCCC)(CCCC)CCCC tetrabutyl-λ5-bismuthanylsulfanyl(tetrabutyl)-λ5-bismuthane